FC(C1=CC=2N(C=C1)N=C(C2)CCS(=O)(=O)O)(F)F.C[Si](OCCOCC)(OCCOCC)OCCOCC methyltri-(ethoxyethoxy)silane (5-(trifluoromethyl)pyrazolo[1,5-a]pyridin-2-yl)methyl-methanesulfonate